N1=CN=C2OCC=CN21 5H-[1,2,4]triazolo[5,1-b][1,3]oxazin